4,7-difluoro-3-iodo-1H-indazole FC1=C2C(=NNC2=C(C=C1)F)I